C[C@@H]1CC2=C(NC(N(C2=O)[C@@H]2CC[C@H](CC2)C(NC)=O)=S)CN1C(=O)OC(C)(C)C (R)-tert-Butyl 6-methyl-3-((trans)-4-(methylcarbamoyl) cyclohexyl)-4-oxo-2-thioxo-1,2,3,4,5,6-hexahydropyrido[3,4-d]pyrimidine-7(8H)-carboxylate